ClC=1C=CC(=C(C1)C1=NN(C=C1NC(=O)C=1C=NN2C1N=CC=C2)[C@@H]2COC[C@H]2O)OC N-(3-(5-chloro-2-methoxyphenyl)-1-((3R,4S)-4-hydroxytetrahydrofuran-3-yl)-1H-pyrazol-4-yl)pyrazolo[1,5-a]pyrimidine-3-carboxamide